7-Bromo-2-isopropyl-2,4-dihydroindeno[1,2-c]pyrazole BrC1=CC=C2CC=3C(=NN(C3)C(C)C)C2=C1